N-(4-(4-amino-7-methyl-7H-pyrrolo[2,3-d]pyrimidin-5-yl)-3-methylphenyl)-2-(3-methoxyphenyl)acetamide NC=1C2=C(N=CN1)N(C=C2C2=C(C=C(C=C2)NC(CC2=CC(=CC=C2)OC)=O)C)C